ClC1=CC=C(C=C1)[C@H](CCNC(=O)C=1C=C(C=NC1OC[2H])C1=CC=C2C(=NNC2=C1)C(=O)NC)O 6-(5-{[(3S)-3-(4-chlorophenyl)-3-hydroxypropyl]carbamoyl}-6-(deutero)methoxypyridin-3-yl)-N-methyl-1H-indazole-3-carboxamide